O1C(=NC2=C1C=CC=C2)C=2N=C(N(C(C2O)=O)C)N2[C@H](C1=CC=C(C=C1CC2)C(=O)O)C2=CC=CC=C2 (1S)-2-[4-(1,3-benzoxazol-2-yl)-5-hydroxy-1-methyl-6-oxopyrimidin-2-yl]-1-phenyl-3,4-dihydro-1H-isoquinoline-6-carboxylic acid